BrC1=C(C=C(C(=C1)[N+](=O)[O-])OCC(F)(F)F)F 1-Bromo-2-fluoro-5-nitro-4-(2,2,2-trifluoroethoxy)benzene